[Diethoxy(3-methylpent-3-yloxy)silyl]methylamine C(C)O[Si](OC(CC)(CC)C)(OCC)CN